C1(CCCCC1)C=1N=C(OC1C1=CC(=C(C=C1)S(=O)(=O)N)F)C 4-(4-cyclohexyl-2-methyloxazol-5-yl)-2-fluorobenzenesulfonamide